C[Si](OC1=C(C(=CC=C1)O[Si](C)(C)C)O[Si](C)(C)C)(C)C 1,2,3-tris(trimethylsiloxy)benzene